4,4-difluoroicosyl (R)-(((1-(6-amino-9H-purin-9-yl)propan-2-yl)oxy)methyl)phosphonate NC1=C2N=CN(C2=NC=N1)C[C@@H](C)OCP(OCCCC(CCCCCCCCCCCCCCCC)(F)F)([O-])=O